[C@H]12OC[C@H](N(C1)C1CCN(CC1)C1=C(C=C(C(=C1)OC)NC1=NC=NC(=C1)N1OCC[C@@H]1C1=C(C(=C(C=C1)F)F)F)NC(C=C)=O)C2 N-(2-(4-((1R,4R)-2-oxa-5-azabicyclo[2.2.1]heptane-5-yl)piperidine-1-yl)-4-methoxy-5-((6-((R)-3-(2,3,4-trifluorophenyl)-isoxazolidine-2-yl)pyrimidine-4-yl)amino)phenyl)acrylamide